C(C1=CC=CC=C1)N1C(NN=C1)=O 4-benzyl-2,4-dihydro-3H-1,2,4-triazol-3-one